tert-butyl 3-carbamoyl-3-methyl-azetidine-1-carboxylate C(N)(=O)C1(CN(C1)C(=O)OC(C)(C)C)C